ClC1=CC2=C(N(C(NC2=O)=O)C2=C(C=CC=C2C=C)C(C)C)N=C1Cl 6,7-dichloro-1-(2-isopropyl-6-vinyl-phenyl)pyrido[2,3-d]pyrimidine-2,4(1H,3H)-dione